5-hydroxymethyl-2-(4,4,5,5-tetramethyl-1,3,2-dioxaborolan-2-yl)-benzaldehyde OCC=1C=CC(=C(C=O)C1)B1OC(C(O1)(C)C)(C)C